CC(C)CCCC(CCCC(CCCC(C)C)C)C 2,6,10,14-Tetramethylpentadecane